3-geranyl-2,4-dihydroxy-6-phenethylbenzoic acid C(\C=C(/C)\CCC=C(C)C)C=1C(=C(C(=O)O)C(=CC1O)CCC1=CC=CC=C1)O